2-amino-N-(3,4,5-trichlorophenyl)-5-((2-(trifluoromethyl)pyridine-3-yl)oxy)benzamide NC1=C(C(=O)NC2=CC(=C(C(=C2)Cl)Cl)Cl)C=C(C=C1)OC=1C(=NC=CC1)C(F)(F)F